4-(4-{[(2S)-2-(5-methyl-1,2,4-thiadiazol-3-yl)pyrrolidin-1-yl]methyl}phenoxy)benzamide CC1=NC(=NS1)[C@H]1N(CCC1)CC1=CC=C(OC2=CC=C(C(=O)N)C=C2)C=C1